2-(3,4-dimethoxyphenyl)-7-(1,2,3,6-tetrahydropyridin-4-yl)-4H-pyrimido[1,2-a]pyrimidin COC=1C=C(C=CC1OC)C=1N=C2N(CC1)C=C(C=N2)C=2CCNCC2